(S,E)-1-(4-(2-(2-Cyano-[1,1'-biphenyl]-3-yl)vinyl)-2,5-dimethylbenzyl)piperidine C(#N)C1=C(C=CC=C1/C=C/C1=CC(=C(CN2CCCCC2)C=C1C)C)C1=CC=CC=C1